C(C)(=O)NN acetamidoamine